C(C)OC(C)N1N=CC(=C1)B1OC(C)(C)C(C)(C)O1 1-(1-ethoxyethyl)-1H-pyrazole-4-boronic acid pinacol ester